5-(3-(2,2-difluoroethyl)-2-methyl-3H-imidazo[4,5-b]pyridin-5-yl)-N-((3s,4s)-4-fluoro-1-(oxetan-3-yl)pyrrolidin-3-yl)pyrrolo[2,1-f][1,2,4]triazin-2-amine FC(CN1C(=NC=2C1=NC(=CC2)C=2C=CN1N=C(N=CC12)N[C@H]1CN(C[C@@H]1F)C1COC1)C)F